trans-3-[(3,4-difluorobenzyl)oxy]-N-[3-(4-ethyl-5-fluoro-6-oxo-1,6-dihydropyrimidin-2-yl)-2-fluoro-4-(trifluoromethyl)benzyl]cyclobutane-1-carboxamide FC=1C=C(CO[C@@H]2C[C@H](C2)C(=O)NCC2=C(C(=C(C=C2)C(F)(F)F)C=2NC(C(=C(N2)CC)F)=O)F)C=CC1F